6-(thiophen-2-yl)-3,4-dihydroisoquinoline S1C(=CC=C1)C=1C=C2CCN=CC2=CC1